CN1C(N(CC1)C1=C(C=NC=C1)C1CN(C1)C(=O)OC(C)(C)C)=O tert-butyl 3-[4-(3-methyl-2-oxoimidazolidin-1-yl)pyridin-3-yl]azetidine-1-carboxylate